CC1=C(N=CN1C(C1=CC=CC=C1)(C1=CC=CC=C1)C1=CC=CC=C1)C=O 5-Methyl-1-trityl-1H-imidazole-4-carbaldehyde